spirostan-5,25(27)-dien-1,3,23,24-tetraol C[C@H]1[C@H]2[C@H](C[C@H]3[C@@H]4CC=C5CC(CC([C@]5(C)[C@H]4CC[C@]23C)O)O)O[C@]12C(C(C(=C)CO2)O)O